Diphenyl-iodonium p-toluenesulfonate CC1=CC=C(C=C1)S(=O)(=O)[O-].C1(=CC=CC=C1)[I+]C1=CC=CC=C1